CC(CC(CC)=NO)CC N-(5-methylhept-3-ylidene)hydroxylamine